C(CCCCCCCCCCC)(=O)NCCNC(CCCCCCCCCCC)=O N,N'-bislauroylethylenediamine